6-ethoxy-N-((R)-2-hydroxy-2-((S)-1,2,3,4-tetrahydroisoquinolin-3-yl)ethyl)-2-neopentyl-1-oxoisoindoline-5-carboxamide hydrochloride Cl.C(C)OC1=C(C=C2CN(C(C2=C1)=O)CC(C)(C)C)C(=O)NC[C@H]([C@H]1NCC2=CC=CC=C2C1)O